FC=1C=NC=C(C1N1C[C@@](CC1)(C)NC(OC(C)(C)C)=O)/N=C/C=1C=C2N=CC=NC2=CC1 tert-Butyl (S,E)-(1-(3-fluoro-5-((quinoxalin-6-ylmethylene)amino)pyridin-4-yl)-3-methylpyrrolidin-3-yl)carbamate